2-(((4,4-bis(((Z)-oct-5-en-1-yl)oxy)butanoyl)oxy)methyl)-2-((((2-(pyrrolidin-1-yl)ethyl)carbamoyl)oxy)methyl)propane-1,3-diyl bis(8-((2-butyloctanoyl)oxy)octanoate) C(CCC)C(C(=O)OCCCCCCCC(=O)OCC(COC(CCCCCCCOC(C(CCCCCC)CCCC)=O)=O)(COC(NCCN1CCCC1)=O)COC(CCC(OCCCC\C=C/CC)OCCCC\C=C/CC)=O)CCCCCC